ClC1=CC=2C(CN3C(C2C=C1)=NC1=C3C=CC=C1)(C)CC(F)F 3-chloro-5-(2,2-difluoroethyl)-5-methyl-5,6-dihydrobenzo[4,5]imidazo[2,1-a]isoquinoline